(S)-4-methoxy-6-(3-methoxypyrrolidin-1-yl)-N-(5-(thiophen-2-yl)-1,3,4-oxadiazol-2-yl)nicotinamide COC1=CC(=NC=C1C(=O)NC=1OC(=NN1)C=1SC=CC1)N1C[C@H](CC1)OC